[N+](=O)([O-])C=1C=CC=2N(C3=CC=C(C=C3SC2C1)[N+](=O)[O-])C(C)=O 3,7-dinitro-10-acetylphenothiazine